N-([1,2,4]Triazolo[4,3-a]pyridin-6-yl)-N-(2-(benzylamino)-2-oxo-1-phenylethyl)-propiolamide N=1N=CN2C1C=CC(=C2)N(C(C#C)=O)C(C(=O)NCC2=CC=CC=C2)C2=CC=CC=C2